C(C([2H])([2H])[2H])(C1=NC2=CC=C(C(=C2NC1=O)F)CN1CCC(=CC1)C=1C=NC(=CC1)C(=O)NC)([2H])[2H] 1'-((2-(ethyl-d5)-5-fluoro-3-oxo-3,4-dihydroquinoxalin-6-yl)methyl)-N-methyl-1',2',3',6'-tetrahydro-[3,4'-bipyridine]-6-carboxamide